(Trans)-[4-[2-(4-hydroxycyclohexyl)-3H-imidazo[4,5-b]pyridin-7-yl]-1-piperidyl]-[4-(trifluoromethoxy)phenyl]methanone O[C@@H]1CC[C@H](CC1)C1=NC=2C(=NC=CC2C2CCN(CC2)C(=O)C2=CC=C(C=C2)OC(F)(F)F)N1